C(C)(C)C1=NC=CC=C1C1=NC=2N(C(C=NC2C=N1)=O)CC1=CC=C(C=C1)C=1N(C=C(N1)C(F)(F)F)C 2-(2-isopropylpyridin-3-yl)-8-(4-(1-methyl-4-(trifluoromethyl)-1H-imidazol-2-yl)benzyl)pteridin-7(8H)-one